1-[3-[1,3-benzodioxol-5-yl(methyl)carbamoyl]phenyl]-4-chloro-5-methyl-pyrazole-3-carboxamide O1COC2=C1C=CC(=C2)N(C(=O)C=2C=C(C=CC2)N2N=C(C(=C2C)Cl)C(=O)N)C